1,3,9-dodecanetriol C(CC(CCCCCC(CCC)O)O)O